2-(2-chlorophenyl)-N-[4-(3-cyclopropyl-1H-pyrazol-1-yl)-3-sulfamoylphenyl]acetamide ClC1=C(C=CC=C1)CC(=O)NC1=CC(=C(C=C1)N1N=C(C=C1)C1CC1)S(N)(=O)=O